C(C)(C)(C)OC(N(C(=O)OC(C)(C)C)C1=NC=CC2=CC(=CC=C12)N)=O.C(C1=CC=CC=C1)(=O)C=1C(OC2=CC(=CC=C2C1)N(CC)CC)=O 3-benzoyl-7-(diethylamino)coumarin tert-Butyl-N-(6-aminoisoquinolin-1-yl)-N-(tert-butoxycarbonyl)carbamate